CC(C)(C)C1=NN(C(=C1)N1C(O[C@]2(C1)C[C@@](CCC2)(C)CN2C=NC1=C2C=C(C=C1)C#N)=O)C 1-({(5S,7S)-3-[3-(1,1-dimethylethyl)-1-methyl-1H-pyrazol-5-yl]-7-methyl-2-oxo-1-oxa-3-azaspiro[4.5]dec-7-yl}methyl)-1H-benzimidazole-6-carbonitrile